methyl 2-[(5-aminopyrimidin-2-yl)oxy]acetate NC=1C=NC(=NC1)OCC(=O)OC